(4-ethynyl-phenyl)furan C(#C)C1=CC=C(C=C1)C=1OC=CC1